2-(morpholin-4-yl)hexanoic acid N1(CCOCC1)C(C(=O)O)CCCC